Cis-N-(3-chloro-4-fluorophenyl)-2-methyl-5-(2-(trifluoromethyl)thiazol-5-yl)-1,2,6-thiadiazinane-3-carboxamide 1,1-dioxide ClC=1C=C(C=CC1F)NC(=O)[C@@H]1N(S(N[C@@H](C1)C1=CN=C(S1)C(F)(F)F)(=O)=O)C